N-ethyl-3-carbazole-formaldehyde C(C)N1C2=CC=CC=C2C=2C=C(C=CC12)C=O